C(C=C)(=O)OCCC 3-prop-2-enoyloxypropane